(4-amino-6-(4-nitrophenyl)pyrimidin-5-yl)cyclohex-3-ene-1-carboxylic acid ethyl ester C(C)OC(=O)C1(CC=CCC1)C=1C(=NC=NC1C1=CC=C(C=C1)[N+](=O)[O-])N